(3aS,6S,6aS)-2,2-dimethyl-6-(8-methyl-3,4-dihydro-2H-benzo[b][1,4]oxazine-4-carbonyl)-5-(6-methyl-4-(trifluoromethyl)pyridin-2-yl)tetrahydro-4H-[1,3]dioxolo[4,5-c]pyrrol-4-one CC1(O[C@H]2[C@H]([C@H](N(C2=O)C2=NC(=CC(=C2)C(F)(F)F)C)C(=O)N2C3=C(OCC2)C(=CC=C3)C)O1)C